3,8,11,14-tetraazaicosan-20-oate CCNCCCCNCCNCCNCCCCCC(=O)[O-]